C(C1=CC=CC=C1)NC(=O)C=1C(NC(N(C1)[C@@H]1O[C@@H]([C@H]([C@H]1O)O)COC(C1=CC=CC=C1)(C1=CC=C(C=C1)OC)C1=CC=C(C=C1)OC)=O)=O N-benzyl-1-((2R,3R,4S,5R)-5-((bis(4-methoxyphenyl)(phenyl)methoxy)methyl)-3,4-dihydroxytetrahydrofuran-2-yl)-2,4-dioxo-1,2,3,4-tetrahydropyrimidine-5-carboxamide